NC1=NC=C(C=C1O[C@H](C)C=1C=C(C=CC1)NC(=O)C1=NOC(=C1)C(C)(C)C)Cl (R)-N-(3-(1-((2-amino-5-chloropyridin-3-yl)oxy)ethyl)-phenyl)-5-(tert-butyl)isoxazole-3-carboxamide